benzyl (S)-5,5-dimethylpyrrolidine-2-carboxylate CC1(CC[C@H](N1)C(=O)OCC1=CC=CC=C1)C